C(C1=CC=CC=C1)OC=1C=CC2=C(C(=C(O2)C)C(=O)N2CC(CCC2)C(=O)NCC(C)C)C1 1-(5-(benzyloxy)-2-methylbenzofuran-3-carbonyl)-N-isobutylpiperidine-3-carboxamide